N-(benzo[d]thiazol-5-yl)-1-((6-chloropyridin-3-yl)sulfonyl)-3-methylpiperidine-4-carboxamide S1C=NC2=C1C=CC(=C2)NC(=O)C2C(CN(CC2)S(=O)(=O)C=2C=NC(=CC2)Cl)C